4-(2-(pyrrolidin-1-yl)ethyl)phenol N1(CCCC1)CCC1=CC=C(C=C1)O